5,5'-((2-((benzyloxy)methyl)propane-1,3-diyl)bis(oxy))bis(2,2-dimethyl-1,3-dioxane) C(C1=CC=CC=C1)OCC(COC1COC(OC1)(C)C)COC1COC(OC1)(C)C